CNC=1N=CC=C2C=C(N=CC12)NC(C)=O N-(8-(methylamino)-2,7-naphthyridin-3-yl)acetamide